N1(N=CC=C1)CC1=CC(=C(C#N)C=C1OC(F)F)F 4-((1H-pyrazol-1-yl)methyl)-5-(difluoromethoxy)-2-fluorobenzonitrile